Tert-butyl 2-(1,1-difluoro-2-methoxy-2-oxoethyl)-1H-1,3-benzodiazole-1-carboxylate FC(C(=O)OC)(F)C1=NC2=C(N1C(=O)OC(C)(C)C)C=CC=C2